ClC1=C(C=CC=C1)C1=NOC(=N1)N1CCC(CC1)C(=O)N1CCOCC1 (1-(3-(2-chlorophenyl)-1,2,4-oxadiazol-5-yl)piperidin-4-yl)(morpholino)methanone